BrC=1C=C2C=C(N(C2=CC1O)S(=O)(=O)C1=CC=C(C)C=C1)CNC(OC(C)(C)C)=O tert-butyl ((5-bromo-6-hydroxy-1-tosyl-1H-indol-2-yl)methyl)carbamate